tert-butyl 3-((3-chlorophenyl) (hydroxy)methyl)azetidine-1-carboxylate ClC=1C=C(C=CC1)C(C1CN(C1)C(=O)OC(C)(C)C)O